O1CCN(CC1)C=1C=2N(C=C(N1)N/N=C/C=1C=C(C=CC1)C)C=C(N2)C(=O)N2CCNCC2 [8-morpholino-6-[(2E)-2-(m-tolylmethylene)hydrazino]imidazo[1,2-a]pyrazin-2-yl]-piperazin-1-yl-methanone